N-(4-methyl-3-(4,4,5,5-tetramethyl-1,3,2-dioxaborolan-2-yl)phenyl)-6-azabicyclo[3.1.1]heptane-6-carboxamide CC1=C(C=C(C=C1)NC(=O)N1C2CCCC1C2)B2OC(C(O2)(C)C)(C)C